2,2,5-trimethyl-3-{[(2-methylprop-2-yl)oxy]carbonyl}-1,3-oxazolidine-4-carboxylic acid CC1(OC(C(N1C(=O)OC(C)(C)C)C(=O)O)C)C